(E)-N-(2-(2-((6-(4-methylpiperazin-1-yl)pyridin-3-yl)amino)quinazolin-8-yl)pyridin-4-yl)but-2-enamide CN1CCN(CC1)C1=CC=C(C=N1)NC1=NC2=C(C=CC=C2C=N1)C1=NC=CC(=C1)NC(\C=C\C)=O